FC(C(=O)O)(F)F.C(C)C=1C(=NC(=NC1)C=1C=NC=CC1OC)N ethyl-2-(4-methoxypyridin-3-yl)pyrimidin-4-amine trifluoroacetate